tert-butyl 2-((3-ethyl-1-(tetrahydro-2H-pyran-4-yl)-1H-pyrazol-5-yl) methyl)-2,8-diazaspiro[4.5]decane-8-carboxylate C(C)C1=NN(C(=C1)CN1CC2(CC1)CCN(CC2)C(=O)OC(C)(C)C)C2CCOCC2